CC1=CC=C(C(=N1)[N+](=O)[O-])OS(=O)(=O)C(F)(F)F 6-Methyl-2-nitropyridin-3-yl-trifluoromethanesulfonic acid